BrC1=C(C=C(C=C1)F)C1=NN(C=C1N)C 3-(2-bromo-5-fluorophenyl)-1-methylpyrazol-4-amine